COCC12OC(C(C1)(C2)C(=O)O)(C)C 1-(methoxymethyl)-3,3-dimethyl-2-oxabicyclo[2.1.1]hexane-4-carboxylic acid